methyl (E)-5-chloro-2-(2-ethoxyvinyl)-4-(trifluoromethyl)benzoate ClC=1C(=CC(=C(C(=O)OC)C1)\C=C\OCC)C(F)(F)F